1-(2-amino-3-pyridyl)ethanone oxime NC1=NC=CC=C1C(C)=NO